ClC=1C(=CC=C2N=CC(=NC12)C=1C=NN(C1)CC1C(CN(CC1)C)(F)F)OC=1C=CC2=C(NC(=N2)C)C1 8-chloro-2-(1-((3,3-difluoro-1-methylpiperidin-4-yl)methyl)-1H-pyrazol-4-yl)-7-((2-methyl-1H-benzo[d]imidazol-6-yl)oxy)quinoxaline